6-(2-((4-methoxybenzyl)oxy)phenyl)pyridazin-3-amine COC1=CC=C(COC2=C(C=CC=C2)C2=CC=C(N=N2)N)C=C1